NCCOCCOC(CCCCC(C(C(C(=O)O)([2H])[2H])([2H])[2H])([2H])[2H])=O 9-(2-(2-aminoethoxy)ethoxy)-9-oxononanoic acid-d6